C(C)C1(OCCC1)C(=O)ON1C(C2=CC=CC=C2C1=O)=O 1,3-dioxoisoindol-2-yl 2-ethyloxolane-2-carboxylate